(11R)-6-(2-cyclopropylphenyl)-11-(2-methylpropyl)-9-oxa-2λ6-thia-3,5,12,19-tetraazatricyclo[12.3.1.14,8]nonadeca-1(17),4(19),5,7,14(18),15-hexaene-2,2,13-trione C1(CC1)C1=C(C=CC=C1)C1=NC=2NS(C3=CC=CC(C(N[C@@H](COC(=C1)N2)CC(C)C)=O)=C3)(=O)=O